C(C)C1C2C3C4C=CC(C3C(C1)C2)C4 9-ethyl-tetracyclo[6.2.1.13,6.02,7]-4-dodecene